(E)-3-(3-(4-(3-methoxypyrrolidin-1-yl)styryl)-1H-indazol-6-ylmethylene)-4-phenylpyrrolidin-2-one trifluoroacetate FC(C(=O)O)(F)F.COC1CN(CC1)C1=CC=C(C=CC2=NNC3=CC(=CC=C23)\C=C/2\C(NCC2C2=CC=CC=C2)=O)C=C1